(S)-N-(tert-butyldimethylsilyl)-6-methoxy-6,7-dihydro-5H-pyrazolo[5,1-b][1,3]oxazine-3-sulfonamide [Si](C)(C)(C(C)(C)C)NS(=O)(=O)C=1C=NN2C1OC[C@H](C2)OC